The molecule is a (5Z,8Z,11Z)-14,15-dihydroxyicosatrienoic acid in which the two stereocentres at positions 14 and 15 both have S-configuration. It derives from an arachidonic acid. It is a conjugate acid of a (5Z,8Z,11Z,14S,15S)-14,15-dihydroxyicosatrienoate. It is an enantiomer of a (5Z,8Z,11Z,14R,15R)-14,15-dihydroxyicosatrienoic acid. CCCCC[C@@H]([C@H](C/C=C\\C/C=C\\C/C=C\\CCCC(=O)O)O)O